N-(2-chloro-3-mercaptophenyl)pyrimidine-4-carboxamide ClC1=C(C=CC=C1S)NC(=O)C1=NC=NC=C1